COC1=C(N=C2C(=N1)NC(=N2)C(F)(F)F)NC2=CC1=CC=CC=C1C=C2 6-Methoxy-N-(naphthalen-2-yl)-2-(trifluoromethyl)-1H-imidazo[4,5-b]pyrazin-5-amin